ethyl 2-(3-methyl-5-(6-(trifluoromethyl)pyridin-3-yl)morpholino)-2-oxoacetate CC1COCC(N1C(C(=O)OCC)=O)C=1C=NC(=CC1)C(F)(F)F